2,3,4,5-tetrahydroxy-6-phosphonooxy-hexyl 3-hydroxy-dodecanoate OC(CC(=O)OCC(C(C(C(COP(=O)(O)O)O)O)O)O)CCCCCCCCC